C(C)(C)(C)OC(=O)N1CCN(CC1)C1=CC=C(C=C1)C=O 4-(4-formyl-phenyl)-piperazine-1-carboxylic acid tert-butyl ester